3-Triacontenoic acid C(CC=CCCCCCCCCCCCCCCCCCCCCCCCCCC)(=O)O